1-[8-(6-methoxypyridazin-4-yl)-6H-isochromeno[3,4-b]pyridin-3-yl]piperidin-4-amine COC1=CC(=CN=N1)C=1C=CC2=C(C1)COC1=NC(=CC=C12)N1CCC(CC1)N